COC=1C=2C=CC=C3C(NC(=CN1)C32)=O 9-methoxy-2,10-diazatricyclo[6.3.1.04,12]dodeca-1(11),4,6,8(12),9-pentaen-3-one